6-bromo-1-(2,2,2-trifluoroethyl)-1H-pyrazolo[4,3-b]pyridine BrC=1C=C2C(=NC1)C=NN2CC(F)(F)F